3-methyl-N-[[4-[5-(trifluoromethyl)-1,2,4-oxadiazol-3-yl]phenyl]methyl]butanamide CC(CC(=O)NCC1=CC=C(C=C1)C1=NOC(=N1)C(F)(F)F)C